N-((1r,4r)-4-(4-(4-(3-cyano-4-methoxypyrazolo[1,5-a]pyridin-6-yl)-1H-pyrazol-1-yl)piperidine-1-carbonyl)cyclohexyl)ethenesulfonamide C(#N)C=1C=NN2C1C(=CC(=C2)C=2C=NN(C2)C2CCN(CC2)C(=O)C2CCC(CC2)NS(=O)(=O)C=C)OC